1-ethyl-2-methyl-1,3-propanediol C(C)C(C(CO)C)O